C[C@H](CCC[C@H](C)CCCC(C)C)CCC[C@@H](C)CCOC[C@@H](COP(=O)([O-])[O-])OCC[C@H](C)CCC[C@H](C)CCC[C@H](C)CCCC(C)C The molecule is an organophosphate oxoanion obtained by deprotonation of the phosphate OH groups of 2,3-bis-O-phytanyl-sn-glycerol 1-phosphate; major species at pH 7.3. It is an anionic phospholipid and a 2,3-bis-O-phytanyl-sn-glycerol 1-phospholipid anion. It derives from a 2,3-di-O-phytanyl-sn-glycerol. It is a conjugate base of a 2,3-bis-O-phytanyl-sn-glycerol 1-phosphate.